([5-{4-(trifluoromethyl)phenoxy}isoquinolin-8-yl]methyl)carbamic acid tert-butyl ester C(C)(C)(C)OC(NCC=1C=CC(=C2C=CN=CC12)OC1=CC=C(C=C1)C(F)(F)F)=O